CC1=CC(=NN1)NC1=NC(=C2C(=N1)NN=C2)NC2CC1CCC(C2)N1CCC#N 3-((3-exo)-3-((6-((5-methyl-1H-pyrazol-3-yl)amino)-1H-pyrazolo[3,4-d]pyrimidin-4-yl)amino)-8-azabicyclo[3.2.1]oct-8-yl)propionitrile